5-chloro-4-((4-methoxyphenylamino)methyl)-1-(6-methylpyridin-2-yl)-1H-pyrazole-3-carboxylic acid ClC1=C(C(=NN1C1=NC(=CC=C1)C)C(=O)O)CNC1=CC=C(C=C1)OC